C1CCC2=C(C=3CCCC3C=C12)NC(=O)N=[S@@](=O)(N)C1=CC=C(C=C1)CC(C)C (S)-N'-((1,2,3,5,6,7-hexahydro-s-indacen-4-yl)carbamoyl)-4-isobutylbenzene-sulfonimidamide